tert-butyl (S)-2-((2,2,2-trifluoro-N-methylacetamido)methyl)azetidine-1-carboxylate FC(C(=O)N(C)C[C@H]1N(CC1)C(=O)OC(C)(C)C)(F)F